N'-(4-((3-Chlorophenyl)(methyl)amino)-2,5-dimethylphenyl)-N-cyanoformimidamide ClC=1C=C(C=CC1)N(C1=CC(=C(C=C1C)N=CNC#N)C)C